5-(3-chloro-6-(4-(difluoromethoxy)phenoxy)-2-fluoro-4-(trifluoromethyl)benzoylamino)pyrimidine 1-Oxide ClC=1C(=C(C(=O)NC=2C=NC=[N+](C2)[O-])C(=CC1C(F)(F)F)OC1=CC=C(C=C1)OC(F)F)F